CC1=C(OC2=C(C=C(C=C2C1=O)C)[C@@H](C)NC=1C(=NC=CC1)C1=NOC(N1)=O)C1=CC=CC=C1 3-[3-[[(1R)-1-(3,6-dimethyl-4-oxo-2-phenyl-chromen-8-yl)ethyl]amino]-2-pyridyl]-4H-1,2,4-oxadiazol-5-one